(S)-tetrahydropyridazine-1,2,3-tricarboxylic acid 1,2-di-tert-butyl ester C(C)(C)(C)OC(=O)N1N([C@@H](CCC1)C(=O)O)C(=O)OC(C)(C)C